O1CCOC2=C1C=CC(=C2)/C=C/C(=O)C2=C(C=CC=C2)O (2E)-3-(2,3-Dihydro-1,4-benzodioxin-6-yl)-1-(2-hydroxyphenyl)prop-2-en-1-one